COC=1C=C(CC=2C3=C(C=4N(N2)C(=NN4)COC(C)C)N=CC(=C3)N3CCOCC3)C=C(C1)OC 6-(3,5-dimethoxybenzyl)-8-(morpholin-4-yl)-3-[(propan-2-yloxy)methyl]pyrido[2,3-d][1,2,4]triazolo[4,3-b]pyridazine